ClC1=CC=C(C=C1)CN1C(C=2CNCCC2C2=C1NN=C2)=O 4-[(4-chlorophenyl)methyl]-6,7,8,9-tetrahydro-3H-pyrazolo[3,4-c][2,7]naphthyridin-5-one